2-[4-[3-(2,4-Dihydroxyphenyl)-3-oxoprop-1-enyl]phenoxy]-2-methylpropanoic acid OC1=C(C=CC(=C1)O)C(C=CC1=CC=C(OC(C(=O)O)(C)C)C=C1)=O